C(C1=CC=CC=C1)(C1=CC=CC=C1)(C1=CC=CC=C1)N(CCO)CCO 2,2'-(tritylazanediyl)diethanol